N,N'-dicyclohexyl-p-phenylenediamine C1(CCCCC1)NC1=CC=C(C=C1)NC1CCCCC1